3-(2-(6-(2-(2,5-difluorophenyl)pyrrolidin-1-yl)imidazo[1,2-b]pyridazin-3-yl)ethenyl)-5-(trichloromethyl)-1,2,4-oxadiazole FC1=C(C=C(C=C1)F)C1N(CCC1)C=1C=CC=2N(N1)C(=CN2)C=CC2=NOC(=N2)C(Cl)(Cl)Cl